C(C)(C)(C)OC(=O)N1[C@@H](C[C@H](CC1)N1N=CC=2C(=NC=3C(=C(C(=CC3C21)Cl)C2=CC=CC1=CC=CC(=C21)C#N)F)Cl)CCO[Si](C)(C)C(C)(C)C (2S,4S)-2-(2-((tert-Butyldimethylsilyl)oxy)ethyl)-4-(4,8-dichloro-7-(8-cyanonaphthalen-1-yl)-6-fluoro-1H-pyrazolo[4,3-c]quinolin-1-yl)piperidine-1-carboxylic acid tert-butyl ester